FC=1C=C(C=C(C1C=O)OC)C1=C(C(=CC=C1)C1=C(C(=CC=C1)NC=1C=CC=C2C=NC=NC12)C)C 3-fluoro-5-methoxy-2',2''-dimethyl-3''-(quinazolin-8-ylamino)-[1,1':3',1''-terphenyl]-4-carbaldehyde